FC(OC1=C(C=CC=C1)C1(CCNCC1)C#N)(F)F 4-(2-(trifluoromethoxy)phenyl)piperidine-4-carbonitrile